C(C1=CC=CC=C1)OCCCCOC1=C(C=CC(=C1)B1OC(C(O1)(C)C)(C)C)N1CCN(CC1)C 1-(2-(4-(Benzyloxy)butoxy)-4-(4,4,5,5-tetramethyl-1,3,2-dioxaborolan-2-yl)phenyl)-4-methylpiperazine